C(CCC)OC(CCCCCCCCCCCCCCCO)=O 16-hydroxy-hexadecanoic acid butyl ester